C1CC(=O)N(C1=O)OC(=O)CCCC(=O)ON2C(=O)CCC2=O Di(N-succinimidyl) glutarate